ClC=1C=C2C(=NC(=NC2=C(C1C1=CC(=CC2=CC=CC(=C12)CC)OCOC)F)OC[C@H]1N(CCC1)C)N1CC(CCC1)(O)C 1-(6-chloro-7-(8-ethyl-3-(methoxymethoxy)naphthalen-1-yl)-8-fluoro-2-(((S)-1-methylpyrrolidin-2-yl)methoxy)quinazoline-4-yl)-3-methylpiperidin-3-ol